N,N-dihydroxyethyl-dithiocarbamic acid dihydroxyethylamine salt OC(CN)O.ON(C(SCC)=S)O